ClC1=CC(=CC=2SC=C(C21)CC(=O)OCC)O[C@H]2CCC1=NC=CC=C12 (S)-ethyl 2-(4-chloro-6-((6,7-dihydro-5H-cyclopenta[b]pyridin-5-yl)oxy)benzo[b]thiophen-3-yl)acetate